(S)-2-((S)-2-amino-3,3-dimethylbutanoyl)-7-hydroxy-N-((R)-1,2,3,4-tetrahydronaphthalen-1-yl)-1,2,3,4-tetrahydroisoquinoline-3-carboxamide hydrochloride Cl.N[C@H](C(=O)N1CC2=CC(=CC=C2C[C@H]1C(=O)N[C@@H]1CCCC2=CC=CC=C12)O)C(C)(C)C